ClC1=C(C(=O)NCC(C2=C(N=CS2)C(F)F)N2CCC(CC2)COC=2C=NC=C(C2)C#N)C(=CC=C1)F 2-Chloro-N-[2-(4-{[(5-cyanopyridin-3-yl)oxy]methyl}piperidin-1-yl)-2-[4-(difluoromethyl)-1,3-thiazol-5-yl]ethyl]-6-fluorobenzamide